6-benzyl-8-cyclopropyl-1,3-bis(4-fluorophenyl)-5-hydroxypyrido[2,3-d]pyrimidine-2,4,7(1H,3H,8H)-trione C(C1=CC=CC=C1)C1=C(C2=C(N(C(N(C2=O)C2=CC=C(C=C2)F)=O)C2=CC=C(C=C2)F)N(C1=O)C1CC1)O